benzalallene C(C1=CC=CC=C1)=C=C=C